4-hydroxy-phenylurea OC1=CC=C(C=C1)NC(=O)N